N(=[N+]=[N-])CCCCCC(=O)OC(C)(C)C tert-butyl 6-azidohexanoate